C1(CC1)C=1C(=NC2=CC=CC=C2N1)C=1C=NN(C1)CCCCCCNC1=C2C(N(C(C2=CC=C1)=O)C1C(NC(CC1)=O)=O)=O ((6-(4-(3-cyclopropylquinoxalin-2-yl)-1H-pyrazol-1-yl)hexyl)amino)-2-(2,6-dioxopiperidin-3-yl)isoindoline-1,3-dione